(R)-1-(tert-butoxycarbonyl)-2-methylpiperazin-3-one C(C)(C)(C)OC(=O)N1[C@@H](C(NCC1)=O)C